C(C1=CC=CC=C1)N1N=C(N=C1)C(=O)NC1C(N(C=2N(CC1)C=NC2C)C)=O 1-Benzyl-N-(1,9-dimethyl-2-oxo-2,3,4,5-tetrahydro-1H-imidazo[1,5-a][1,3]diazepin-3-yl)-1H-1,2,4-triazol-3-carboxamid